3-isopropyl-3,4-dimethylpentanoic acid C(C)(C)C(CC(=O)O)(C(C)C)C